5-bromo-2-(6,6-difluoro-2-azaspiro[3.3]heptan-2-yl)nicotinaldehyde BrC=1C=NC(=C(C=O)C1)N1CC2(C1)CC(C2)(F)F